ClC1=CC=C(N=N1)N1C[C@@H](N(CC1)C(=O)OC(C)(C)C)C tert-butyl (S)-4-(6-chloropyridazin-3-yl)-2-methylpiperazine-1-carboxylate